methyl 6-(1,2,4-triazol-1-yl)pyridine-3-carboxylate N1(N=CN=C1)C1=CC=C(C=N1)C(=O)OC